C(CCCCCCC\C=C/CCCCCCCC)(=O)N[C@@H](CC1=CNC2=CC=CC=C12)C(=O)O oleoyl-tryptophan